FC1(C[C@@H]([C@@H](CC1)O)OC1=C(C=C2C(=N1)SC(=N2)C2=C1N=CC(=NC1=CC(=C2)C)OC)F)F |r| rac-cis-4,4-difluoro-2-((6-fluoro-2-(2-methoxy-7-methylquinoxalin-5-yl)thiazolo[5,4-b]pyridin-5-yl)oxy)cyclohexanol